5-(piperidin-1-yl)-2-azabicyclo[2.2.1]heptane hydrochloride Cl.N1(CCCCC1)C1C2CNC(C1)C2